Tert-butyl (S)-1-(3-chlorophenylamino)-3-methyl-1-oxobutan-2-ylcarbamate ClC=1C=C(C=CC1)NC([C@H](C(C)C)NC(OC(C)(C)C)=O)=O